(4-bromophenyl)-5-methyl-1H-pyrazole BrC1=CC=C(C=C1)N1N=CC=C1C